COC=1C(=NC=2C(N1)=NON2)NC2=CC(=CC=C2)C(F)(F)F 6-METHOXY-N-(3-(TRIFLUOROMETHYL)PHENYL)-[1,2,5]OXADIAZOLO[3,4-B]PYRAZIN-5-AMINE